[I-].[I-].C[N+]1=CSC2=C1C=CC=C2.C[N+]2=CSC1=C2C=CC=C1 3-methylbenzothiazol-3-ium diiodide